2,2-dimethylpropanediol terephthalate C(C1=CC=C(C(=O)O)C=C1)(=O)O.CC(C(O)O)(C)C